C12(CC3CC(CC(C1)C3)C2)C=2C=C(C=CC2OCC(NOC2OCCCC2)=O)C=2C=C3C=CC=CC3=CC2 6-{3-Adamantan-1-yl-4-[(tetrahydro-pyran-2-yloxycarbamoyl)-methoxy]-phenyl}-naphthalin